4-Chloro-5-(trifluoromethyl)-1-((2-(trimethylsilyl)ethoxy)methyl)-1H-pyrrolo[2,3-b]-pyridine ClC1=C2C(=NC=C1C(F)(F)F)N(C=C2)COCC[Si](C)(C)C